tert-butyl (3S,4S)-3-((5-(2-(cyclopropanecarboxamido)pyrazolo[1,5-a]pyridin-5-yl)-1-methyl-1H-pyrazol-4-yl)oxy)-4-methylpyrrolidine-1-carboxylate C1(CC1)C(=O)NC1=NN2C(C=C(C=C2)C2=C(C=NN2C)O[C@@H]2CN(C[C@@H]2C)C(=O)OC(C)(C)C)=C1